2-chloro-4-[[4-[[(1S)-2-hydroxy-1-phenyl-ethyl]amino]-5-(1,2,4-oxadiazol-5-yl)pyrimidin-2-yl]amino]-N-methyl-benzamide ClC1=C(C(=O)NC)C=CC(=C1)NC1=NC=C(C(=N1)N[C@H](CO)C1=CC=CC=C1)C1=NC=NO1